C(C(C)C)(=O)OC(C(=O)OCC)(C)C ethyl α-isobutyryloxyisobutyrate